6-methyl-4-(5-methylthiophene-2-yl)-2-oxo-2,3-dihydropyridine-3-carbonitrile CC=1C=C(C(C(N1)=O)C#N)C=1SC(=CC1)C